CN1N=C2[C@@H](N(CCC2=C1C1=CC(=C(C(=C1)F)F)F)C(=O)C=1C=NN(C1[C@H]1[C@H](C1)F)C)C ((S)-2,7-dimethyl-3-(3,4,5-trifluorophenyl)-2,4,5,7-tetrahydro-6H-pyrazolo[3,4-c]pyridin-6-yl)(cis-5-(2-fluorocyclopropyl)-1-methyl-1H-pyrazol-4-yl)methanone